2-Methoxyethyl 6-(3-(tert-butoxycarbonyl) phenyl)-2,4-dimethyl-5-oxo-5,6-dihydrobenzo[c][2,7]naphthyridine-1-carboxylate C(C)(C)(C)OC(=O)C=1C=C(C=CC1)N1C(C=2C(=NC(=C(C2C2=C1C=CC=C2)C(=O)OCCOC)C)C)=O